C1(CC1)N(C=1C2=C(N=C(N1)OC[C@]13CCCN3C[C@@H](C1)F)C(=C(N=C2)C2=CC(=CC1=CC=C(C(=C21)C#C)F)O)F)CCNC 4-(4-(cyclopropyl(2-(methyl-amino)ethyl)amino)-8-fluoro-2-(((2R,7aS)-2-fluorotetrahydro-1H-pyrrolizin-7a(5H)-yl)methoxy)pyrido[4,3-d]pyrimidin-7-yl)-5-ethynyl-6-fluoronaphthalen-2-ol